CC=1N=C(N=NC1)N 5-methyl-1,2,4-triazine-3-amine